(S)-2-((4-chloro-2-fluorobenzyl)oxy)-7a,8,10,11-tetrahydro-5H-pyrazino[2,1-c]pyrido[2,3-e][1,4]oxazepine ClC1=CC(=C(COC=2C=CC3=C(N4[C@H](COC3)CNCC4)N2)C=C1)F